5-(trifluoromethyl)isoxazole-3-carbonyl chloride FC(C1=CC(=NO1)C(=O)Cl)(F)F